1-Methylphosphonoylpropane CP(=O)=CCC